(2-(Benzyloxy)-4-(difluoromethyl)-6-hydroxyphenyl)(7-(2-(dimethylamino)ethoxy)-3,4-dihydroisoquinolin-2(1H)-yl)methanone C(C1=CC=CC=C1)OC1=C(C(=CC(=C1)C(F)F)O)C(=O)N1CC2=CC(=CC=C2CC1)OCCN(C)C